NC1=C(C(=CC=C1Cl)F)C1=C(C=C(C=C1F)C1=NN=C2N1CCN(C2)C(C=C)=O)Cl 1-(3-(2'-Amino-2,3'-dichloro-6,6'-difluoro-[1,1'-biphenyl]-4-yl)-5,6-dihydro-[1,2,4]triazolo[4,3-a]pyrazin-7(8H)-yl)prop-2-en-1-one